The molecule is a polyunsaturated fatty acid anion that is the conjugate base of (10Z,13Z,16Z,19Z,22Z,25Z)-octacosahexaenoic acid, obtained by deprotonation of the carboxy group; major species at pH 7.3. It is a conjugate base of a (10Z,13Z,16Z,19Z,22Z,25Z)-octacosahexaenoic acid. CC/C=C\\C/C=C\\C/C=C\\C/C=C\\C/C=C\\C/C=C\\CCCCCCCCC(=O)[O-]